IC1=C2C(=NC(=C1)C=1C(=C(C#N)C=CC1)C)NC=N2 3-(7-iodo-3H-imidazo[4,5-b]pyridin-5-yl)-2-methylbenzonitrile